ClC1=NC(=CC=C1N1CCN(CC1)CC1=C(C(=NC=N1)NC(=O)NCC)F)N1N=CC=C1 1-(6-((4-(2-chloro-6-(1H-pyrazol-1-yl)pyridin-3-yl)piperazin-1-yl)methyl)-5-fluoropyrimidin-4-yl)-3-ethylurea